6-methoxy-4,4-dimethyl-1,2,3,4-tetrahydroisoquinoline-7-amine COC=1C=C2C(CNCC2=CC1N)(C)C